C(C)(C)(C)OC(=O)NC(CC=1SC=C(N1)C(=O)OCC)(C)C ethyl 2-(2-{[(tert-butoxy) carbonyl]Amino}-2-methylpropyl)-1,3-thiazole-4-carboxylate